C(C)OC(=O)C=1NC2=C(C=CC(=C2C1)NC1=CC(=C(C=C1)F)Cl)F 4-((3-chloro-4-fluorophenyl)amino)-7-fluoro-1H-indole-2-carboxylic acid ethyl ester